7-(4-{[tert-butyl(dimethyl)silyl]oxy}bicyclo[2.1.1]hexan-1-yl)-3-[2-(methoxymethoxy)-6-methyl-4-(trifluoromethyl)phenyl]-7H-pyrrolo[2,3-c]pyridazine [Si](C)(C)(C(C)(C)C)OC12CCC(C1)(C2)N2C=CC1=C2N=NC(=C1)C1=C(C=C(C=C1C)C(F)(F)F)OCOC